C1([C@H](O)[C@@H](O)[C@H](O)[C@H](O1)CO)O[C@H]1[C@@H]([C@H]([C@@H](O)O[C@@H]1CO)O)O D-Glucopyranosyl-(1→4)-α-D-Glucopyranose